C(CCCCCCCCCCC)NC(CCC(C)C)=O N-dodecyl-isocaproamide